ClC=1C=C2C(=C(NC2=CC1)C1=CC=C(C=C1)F)CCC(=O)O 3-[5-chloro-2-(4-fluorophenyl)-1H-indol-3-yl]propanoic acid